(S)-1-acetyl-N-(6-cyano-8-(isopropylamino)pyrido[3,4-d]pyrimidin-2-yl)piperidine-3-carboxamide C(C)(=O)N1C[C@H](CCC1)C(=O)NC=1N=CC2=C(N1)C(=NC(=C2)C#N)NC(C)C